monodecyl diphenyl phosphite P(OCCCCCCCCCC)(OC1=CC=CC=C1)OC1=CC=CC=C1